3-BROMO-1H-PYRROLO[2,3-E]PYRIDINE-4-CARBALDEHYDE BrC=1CNC2=CC=CN(C21)C=O